CC(C(=O)OCC(COC(C(=C)C)=O)O)=C 2-hydroxy-1,3-propanediol bis(2-methyl-2-propenoate)